(3R,8R)-8-hydroxy-3,10-dimethyl-11-oxo-1,3,4,7,8,9,10,11-octahydro-2H-pyrido[4',3':3,4]Pyrazolo[1,5-a][1,4]Diazepine-2-carboxylic acid tert-butyl ester C(C)(C)(C)OC(=O)N1CC=2C(=NN3C2C(N(C[C@H](C3)O)C)=O)C[C@H]1C